CC1=NC(=NO1)C1=CC=C2C=CN=C(C2=C1)NCCC(=O)O 3-{[7-(5-methyl-1,2,4-oxadiazol-3-yl)isoquinolin-1-yl]amino}propanoic acid